1,2,3,4-tetrahydrobenzo(H)quinoline-3-ol N1CC(CC2=CC=C3C(=C12)C=CC=C3)O